methyl 1-(2-(phenylamino) pyridin-4-yl)-1H-imidazole-4-carboxylate C1(=CC=CC=C1)NC1=NC=CC(=C1)N1C=NC(=C1)C(=O)OC